thiophen silicon [Si].S1C=CC=C1